2-(3-(1-(Pyridin-4-yl)ethyl)-1H-pyrazol-1-yl)acetonitrile N1=CC=C(C=C1)C(C)C1=NN(C=C1)CC#N